tert-Butyl 4-(1-acryloylazetidin-3-yl)-3-carbamoylpiperazine-1-carboxylate C(C=C)(=O)N1CC(C1)N1C(CN(CC1)C(=O)OC(C)(C)C)C(N)=O